4,5-dichloro-2-methyl-6-difluoromethylpyrimidine ClC1=NC(=NC(=C1Cl)C(F)F)C